(R)-tert-butyl 2-allyl-3-(hydroxymethyl)-6-methyl-6,7-dihydro-2H-pyrazolo[4,3-c]pyridine-5(4H)-carboxylate C(C=C)N1N=C2C(CN([C@@H](C2)C)C(=O)OC(C)(C)C)=C1CO